methyl-Toluene Diisocyanate CCC=1C(N=C=O)=CC(N=C=O)=CC1